Tert-butyl (4-bromo-2,3-dihydrobenzofuran-3-yl)carbamate BrC1=CC=CC2=C1C(CO2)NC(OC(C)(C)C)=O